CC=1C=CC2=C(CCC(OO2)=O)C1 7-methyl-3,5-dihydro-2H-Benzodioxepin-3-one